4-Amino-7-bromo-1-(6-chloro-4-methylpyridin-3-yl)-2-oxo-1,2-dihydro-1,8-naphthyridine-3-carboxylic acid methyl ester COC(=O)C=1C(N(C2=NC(=CC=C2C1N)Br)C=1C=NC(=CC1C)Cl)=O